methyl-1,2-difluorotetrahydro-1H-pyrrolizine CC1(C(CN2CCC=C12)F)F